5-(3,3-difluoropiperidin-1-yl)-N-((3R,4S)-3-methyl-1-(methylsulfonyl)piperidin-4-yl)-6-(1H-pyrazol-4-yl)-[1,2,4]triazolo[1,5-a]pyrazin-2-amine FC1(CN(CCC1)C1=C(N=CC=2N1N=C(N2)N[C@@H]2[C@@H](CN(CC2)S(=O)(=O)C)C)C=2C=NNC2)F